2-[2-(4-methylphenyl)sulfonyloxyethoxy]-ethyl 4-methylbenzenesulfonate CC1=CC=C(C=C1)S(=O)(=O)OCCOCCOS(=O)(=O)C1=CC=C(C=C1)C